O=C(CCCCCCCC(=O)OCCCCCCC(CC)CC)CCCCCCCCCCCC 7-ethylnonyl 9-oxohenicosanoate